CS(=O)(=O)N1C=2C(OCC1)=CC=C1C2N=C(S1)N1C(NC[C@H]1C#CC)=O |r| (RS)-1-[9-(methylsulfonyl)-8,9-dihydro-7H-thiazolo[4',5':3,4]benz[1,2-b][1,4]oxazin-2-yl]-5-(prop-1-yn-1-yl)imidazolidin-2-one